C(C)(C)(C)OC(=O)N1[C@H](CN(CC1)C1CC1)C(C)C.C1(CC1)N1C[C@@H](N(CC1)C(=O)NCCCCC)C(C)C (2S)-4-Cyclopropyl-2-isopropyl-N-pentylpiperazine-1-carboxamide tert-Butyl-(2S)-4-cyclopropyl-2-isopropylpiperazine-1-carboxylate